N-[1-[[(4R)-2,2-dimethyl-1,3-dioxolan-4-yl]methyl]-5-methyl-pyrazol-4-yl]-1,1-diphenyl-methanimine CC1(OC[C@H](O1)CN1N=CC(=C1C)N=C(C1=CC=CC=C1)C1=CC=CC=C1)C